C(=O)OCCCCCC\C=C/C=C/C=C (7Z,9E)-Dodeca-7,9,11-trien-1-yl formate